hydroxypropyl acrylate C(C=C)(=O)OCCCO